4-ethynyl-2-methyl-3,5,6-trifluorobenzyl (1R)-trans-3-(2-cyano-1-propenyl)-2,2-dimethylcyclopropanecarboxylate C(#N)C(=C[C@H]1C([C@@H]1C(=O)OCC1=C(C(=C(C(=C1F)F)C#C)F)C)(C)C)C